2-fluoro-3-chloroiodobenzene FC1=C(C=CC=C1Cl)I